zinc ethane CC.[Zn]